1,3-difluoro-5-isothiocyanato-2-[4-[4-(trifluoromethoxy)phenyl]phenyl]benzene FC1=C(C(=CC(=C1)N=C=S)F)C1=CC=C(C=C1)C1=CC=C(C=C1)OC(F)(F)F